O[C@H](C(C)C)[C@]1(CN(CC1)C(C)(C)C1=NC=CC=C1)CCC1=CC=C(C#N)C=C1 |o1:1| 4-(2-((R)-3-((R or S)-1-hydroxy-2-methylpropyl)-1-(2-(pyridin-2-yl)propan-2-yl)pyrrolidin-3-yl)ethyl)benzonitrile